cholestan-3β,4,5,25-tetrol CC(C)(CCC[C@@H](C)[C@H]1CC[C@H]2[C@@H]3CCC4(C([C@H](CC[C@]4(C)[C@H]3CC[C@]12C)O)O)O)O